ClC=1C(=NN(C(C1)=O)C1=C(C=CC=C1OC)F)C(=O)OC methyl 4-chloro-1-(2-fluoro-6-methoxyphenyl)-6-oxo-1,6-dihydropyridazine-3-carboxylate